N,N,N',N'-TETRAMETHYL-2,2'-OXYBIS(ETHYLAMINE) CN(CCOCCN(C)C)C